OC(CC(=O)OCC(C)C)(C)C isobutyl 3-hydroxy-3-methylbutyrate